COC=1C(=C(C=C(C1)C)B(O)O)C 3-METHOXY-2,5-DIMETHYLPHENYLBORONIC ACID